CN1C[C@@H](C[C@H]1COC1=CC=C(C=C1)[N+](=O)[O-])O (3R,5S)-1-methyl-5-((4-nitrophenoxy)methyl)pyrrolidin-3-ol